dimethylaminotricyclo[5.2.1.02,6]decane CN(C)C12C3CCCC3C(CC1)C2